ClC1=C(C=CC=C1Cl)N1CCN(CC1)CCC1CC(C1)NS(=O)(=O)C1CC1 N-(3-(2-(4-(2,3-Dichlorophenyl)piperazin-1-yl)ethyl)cyclobutyl)cyclopropanesulfonamide